FC1=C(C=2C=CC(NC2C=C1)=O)C(=O)NN 6-fluoro-2-oxo-1H-quinoline-5-carbohydrazide